1,4-bis(hydroxymethyl)cyclohexane 2,2-difluoropropyl-trifluoromethanesulfonate FC(COS(=O)(=O)C(F)(F)F)(C)F.OCC1CCC(CC1)CO